C(C1=CC=CC=C1)SC=1C=C2C(=NC1)N(C=N2)C 6-(benzylsulfanyl)-3-methyl-3H-imidazo[4,5-b]pyridine